OC1=CC=C(C=C1)C(=C(CC)C1=CC=C(C=C1)O)C1=CC=C(C=C1)N1CCC(CC1)CN1C2CN(C(C1)C2)C=2C=C1CN(CC1=CC2F)C2C(NC(CC2)=O)=O 5-(5-((1-(4-(1,2-bis(4-hydroxyphenyl)but-1-en-1-yl)phenyl)piperidin-4-yl)methyl)-2,5-diazabicyclo[2.2.1]heptane-2-yl)-2-(2,6-dioxopiperidin-3-yl)-6-fluoroisoindoline